C(CCCC=O)=O 1,5-Pentandion